BrC1=CC=C(N(CC)CC)C=C1 4-bromo-N,N-diethyl-aniline